ribose hydrate O.O=C[C@H](O)[C@H](O)[C@H](O)CO